4-amino-N-(4-(3-aminoprop-1-yn-1-yl)-3-(hydroxymethyl)phenyl)butanamide NCCCC(=O)NC1=CC(=C(C=C1)C#CCN)CO